C(C1=CC=CC=C1)N[C@@H]1C[C@@H](OC[C@@H]1F)CO[Si](C1=CC=CC=C1)(C1=CC=CC=C1)C(C)(C)C |r| Rac-(2R,4R,5R)-N-benzyl-2-(((tert-butyldiphenylsilyl)oxy)methyl)-5-fluorotetrahydro-2H-pyran-4-amine